FC=1C(=NC=C(C1)NC(CN1N=C(C=C1C)C(F)(F)F)=O)N1N=CN=C1 1-(3-fluoro-5-(2-(5-methyl-3-(trifluoromethyl)-1H-pyrazol-1-yl)acetamido)pyridin-2-yl)-1H-1,2,4-triazol